NC1=C(CN(C2CCC(CC2)(O)O)C)C(=CC=C1)Cl trans-4-[(2-amino-6-chlorobenzyl)-methylamino]-cyclohexanediol